2-bromo-1-(m-methylphenyl)ethane tert-butyl-4-((4-(methoxycarbonyl)-2-nitrophenyl)amino)piperidine-1-carboxylate C(C)(C)(C)OC(=O)N1CCC(CC1)NC1=C(C=C(C=C1)C(=O)OC)[N+](=O)[O-].BrCCC1=CC(=CC=C1)C